(((S)-1-carboxy-5-((4-iodobenzyl)amino)pentyl)carbamoyl)-L-glutamic acid C(=O)(O)[C@H](CCCCNCC1=CC=C(C=C1)I)NC(=O)N[C@@H](CCC(=O)O)C(=O)O